C=1N=CN2C1C1=CC=CC=C1[C@H]2[C@H]2[C@H](CC21CCC1)O (1S,2S)-1-((R)-5H-imidazo[5,1-a]isoindol-5-yl)spiro[3.3]heptan-2-ol